N-benzyl-methanesulfonamide C(C1=CC=CC=C1)NS(=O)(=O)C